COC1=C(C=CC(=C1)C2=C(C(=O)C3=C(C=C(C=C3O2)O)O)O[C@H]4[C@@H]([C@H]([C@H]([C@H](O4)CO)O)O)O)O The molecule is a glycosyloxyflavone that is isorhamnetin substituted at position 3 by a beta-D-galactosyl residue. It has a role as a metabolite. It is a beta-D-galactoside, a monosaccharide derivative, a glycosyloxyflavone, a monomethoxyflavone and a trihydroxyflavone. It derives from an isorhamnetin and a beta-D-galactose.